7-Fluoro-4-methoxy-1-{2-[6-(2-trifluoromethyl-pyridin-4-yl)-pyrimidin-4-ylamino]-ethyl}-1H-indol-2-carbonitril FC=1C=CC(=C2C=C(N(C12)CCNC1=NC=NC(=C1)C1=CC(=NC=C1)C(F)(F)F)C#N)OC